FC1=CC(=CC2=C1OC1(CC1)CCO2)COC=2C=C1N(C(N2)=O)C[C@@H]2N1COC2 (S)-6-((9-fluoro-3,4-dihydrospiro[benzo[b][1,4]dioxepine-2,1'-cyclopropan]-7-yl)methoxy)-10,10a-dihydro-1H-oxazolo[3',4':3,4]imidazo[1,2-c]pyrimidin-8(3H)-one